N-(2-(hydroxy(4-methoxyphenyl)methyl)phenyl)-p-toluenesulfonamide OC(C1=C(C=CC=C1)NS(=O)(=O)C1=CC=C(C)C=C1)C1=CC=C(C=C1)OC